CON=C(CCC=C)C1=CC=C(C=C1)Cl 1-(4-chlorophenyl)pent-4-en-1-one O-methyloxime